NNC(=S)OCC12CC(C1)(C2)C(=O)OC methyl 3-(((aminocarbamothioyl)oxy)methyl)bicyclo(1.1.1)pentane-1-carboxylate